The molecule is the monohydrochloride salt of dextrobupivacaine. It contains a dextrobupivacaine(1+). It is an enantiomer of a levobupivacaine hydrochloride (anhydrous). CCCCN1CCCC[C@@H]1C(=O)NC2=C(C=CC=C2C)C.Cl